(S)-1-(2-fluoro-4-(2-fluoropyridin-4-yl)phenoxy)-2,4-dimethylpentan-2-amine FC1=C(OC[C@](CC(C)C)(N)C)C=CC(=C1)C1=CC(=NC=C1)F